NCC=1C(=C(C(=CC1)C(F)(F)F)C1=NC(=CC=N1)CC)F 2-[3-(aminomethyl)-2-fluoro-6-(trifluoromethyl)phenyl]-6-ethylpyrimidine